4-isopropylbenzotriazole C(C)(C)C1=CC=CC=2NN=NC21